ClC1=NCN(C(=N1)N1CCOCC1)C1=CC(=CC=C1)C(F)(F)F 4-chloro-6-morpholinyl-N-(3-(trifluoromethyl)phenyl)-[1,3,5]Triazine